4-[3-[2,6-Dichloro-4-[3-hydroxy-3-(trifluoromethyl)azetidin-1-yl]benzoyl]-2,4-dihydro-1,3-benzoxazin-8-yl]-5-fluoro-2-(3-oxa-8-azabicyclo[3.2.1]oct-8-yl)benzoic acid methyl ester COC(C1=C(C=C(C(=C1)F)C1=CC=CC=2CN(COC21)C(C2=C(C=C(C=C2Cl)N2CC(C2)(C(F)(F)F)O)Cl)=O)N2C1COCC2CC1)=O